ClC1=CC=C(CC2C(N(CC2)C2=NC=C(N=C2)C2=CC=NC=C2)=O)C=C1 (4-chlorobenzyl)-1-(5-(pyridin-4-yl)pyrazin-2-yl)pyrrolidin-2-one